IC=1C=C(C(=CC1)NC)N 4-iodo-N1-methylbenzene-1,2-diamine